N1=C(C=CC=C1)C(=O)[Ir] pyridineformyl-iridium